N-(4-(4-amino-7-methyl-5-(4-(pyrrolidine-1-carbonyl)cyclohex-en-1-yl)-7H-pyrrolo[2,3-d]pyrimidin-6-yl)phenyl)methacrylamide NC=1C2=C(N=CN1)N(C(=C2C2=CCC(CC2)C(=O)N2CCCC2)C2=CC=C(C=C2)NC(C(=C)C)=O)C